ClC1=CC(=C2C(=N1)SC(=C2)C=O)C2CC2 6-chloro-4-cyclopropylthieno[2,3-b]pyridine-2-carbaldehyde